tert-butyl-5-(benzo[d]isothiazol-3-yl)-3,6-dihydropyridine-1(2H)-carboxylate C(C)(C)(C)OC(=O)N1CCC=C(C1)C1=NSC2=C1C=CC=C2